N1=C(C=CC=C1)NC=1NC(/C(/N1)=C/C=1C=C2N=CC=NC2=CC1)=O (4Z)-2-(2-Pyridylamino)-4-(quinoxalin-6-ylmethylene)-1H-imidazol-5-one